N1=C2C(=NC=C1)C(=O)OC2=O pyrazine-2,3-dicarboxylic anhydride